1,2,4-naphthalene-tricarboxylic acid C=1(C(=CC(=C2C=CC=CC12)C(=O)O)C(=O)O)C(=O)O